methyl (3S)-3-(6-chloro-4-(4-fluoro-2,6-dimethylphenyl)pyridin-2-yl)-3-(2-(5-(2-(dimethylamino)ethyl)-2-oxo-4-(trifluoromethyl)pyridin-1(2H)-yl)-4-methylpentanamido)propanoate ClC1=CC(=CC(=N1)[C@H](CC(=O)OC)NC(C(CC(C)C)N1C(C=C(C(=C1)CCN(C)C)C(F)(F)F)=O)=O)C1=C(C=C(C=C1C)F)C